COC1=C2C=CN(C2=CC=C1)CC(C)N(C)C 1-(4-methoxy-1H-indol-1-yl)-N,N-dimethylpropan-2-amine